(4-chloro-3,5-difluoro-1H-indol-2-yl)(2,6-diazaspiro[3.4]octan-6-yl)methanone ClC1=C2C(=C(NC2=CC=C1F)C(=O)N1CC2(CNC2)CC1)F